(exo)-3-[(tert-butyldiphenylsilyl)oxy]-N-(6,8-dichloro-2,7-naphthyridin-3-yl)bicyclo[3.1.0]Hexane-6-carboxamide [Si](C1=CC=CC=C1)(C1=CC=CC=C1)(C(C)(C)C)OC1CC2C(C2C1)C(=O)NC=1N=CC2=C(N=C(C=C2C1)Cl)Cl